2-(3-((2-((1-((3S,4R)-3-fluoro-1-methylpiperidin-4-yl)-1H-pyrazol-4-yl)amino)-5-Methylthieno[2,3-d]pyrimidin-4-yl)amino)phenyl)propan-2-ol F[C@H]1CN(CC[C@H]1N1N=CC(=C1)NC=1N=C(C2=C(N1)SC=C2C)NC=2C=C(C=CC2)C(C)(C)O)C